C(C)N[Si](C)(C(C)(C)C)NCC bis(ethylamino)-t-butylmethylsilane